C1(CC1)C(=O)N1C2CN(CC1CC2)C=2C1=C(N=CN2)N(C(=C1)I)S(=O)(=O)C1=CC=C(C)C=C1 cyclopropyl(3-(6-iodo-7-tosyl-7H-pyrrolo[2,3-d]pyrimidin-4-yl)-3,8-diazabicyclo[3.2.1]octan-8-yl)methanone